FC(C1=C(C(=CC=C1)F)N1CCC(CC1)N1C(N(C=2C(C1C)=NNC2)CC2=C(C=CC=C2)C(F)(F)F)=O)F 6-[1-(2-Difluoromethyl-6-fluoro-phenyl)-piperidin-4-yl]-7-methyl-4-(2-trifluoromethyl-benzyl)-2,4,6,7-tetrahydro-pyrazolo[4,3-d]pyrimidin-5-one